iodo-2,6-dimethyl-[1,1'-biphenyl]-4-ol IC=1C(=C(C(=CC1O)C)C1=CC=CC=C1)C